(R)-6-chloro-2-((2-(pyrrolidin-1-yl)propyl)thio)-1,4-dihydroquinazoline ClC=1C=C2CN=C(NC2=CC1)SC[C@@H](C)N1CCCC1